2-ethyl-5,6,8-trihydroxy-1,4-naphthoquinone C(C)C=1C(C2=C(C=C(C(=C2C(C1)=O)O)O)O)=O